C1=NC=C(C2=CC=CC=C12)N1C(N(CC1C#N)C=1C(N(C(=CC1)C(F)(F)F)C)=O)=O 3-(isoquinolin-4-yl)-1-(1-methyl-2-oxo-6-(trifluoromethyl)-1,2-dihydropyridin-3-yl)-2-oxoimidazolidine-4-carbonitrile